(S)-(1-cyano-2-(3-fluoro-4'-((4-methylpiperazin-1-yl)methyl)-[1,1'-biphenyl]-4-yl)ethyl)carbamate C(#N)[C@H](CC1=C(C=C(C=C1)C1=CC=C(C=C1)CN1CCN(CC1)C)F)NC([O-])=O